(5-(4-acryl-2-piperazinone-1-yl)furan-2-yl)propionic acid C(=O)(C=C)N1CC(N(CC1)C1=CC=C(O1)C(C(=O)O)C)=O